C(C=CC)OCC1CO1 glycidyl (2-butenyl) ether